P(=O)(OCCCCCCCCCCCCCCCCCC)([O-])[O-].[Zn+2] zinc monostearyl phosphate